2,3,5,5-tetramethyl-1,3-cyclohexadiene CC1=CCC(C=C1C)(C)C